O1C(=NC=2C3=C(SC4=C(C12)C=CC=C4)C=CC=C3)CCCO 3-(1-oxa-8-thia-3-aza-dibenzo[e,h]azulen-2-yl)-propane-1-ol